5-chloro-2-cyclopropyl-4-methoxy-N-(oxazol-5-ylmethyl)benzamide ClC=1C(=CC(=C(C(=O)NCC2=CN=CO2)C1)C1CC1)OC